5-(4-((6-ethyl-5,7-dioxo-4,5,6,7-tetrahydrothiazolo[4,5-d]pyrimidin-2-yl)methyl)piperazin-1-yl)-N-methylpicolinamide C(C)N1C(NC2=C(C1=O)SC(=N2)CN2CCN(CC2)C=2C=CC(=NC2)C(=O)NC)=O